(4-amino-1,3-dihydrofuro[3,4-c][1,7]naphthyridin-8-yl)((3S)-3-(6-(2-propanyloxy)-3-pyridinyl)-4-morpholinyl)methanone NC1=NC=2C=NC(=CC2C2=C1COC2)C(=O)N2[C@H](COCC2)C=2C=NC(=CC2)OC(C)C